The molecule is a hydroxybenzyl alcohol that is phenol substituted by a hydroxymethyl group at C-2. It has a role as a human urinary metabolite. It is an aromatic primary alcohol and a hydroxybenzyl alcohol. It derives from a phenol and a benzyl alcohol. C1=CC=C(C(=C1)CO)O